2-((6aS,9S)-9-methyl-8-(piperidin-4-ylmethyl)-6,6a,7,8,9,10-hexahydro-5H-pyrazino[1',2':4,5]pyrazino[2,3-c]pyridazin-2-yl)phenol C[C@@H]1N(C[C@H]2N(C=3C(=NN=C(C3)C3=C(C=CC=C3)O)NC2)C1)CC1CCNCC1